N-[5-(2,6-difluoro-4-methoxyphenyl)-1-methyl-3-oxo-2-(quinoxalin-2-yl)-2,3-dihydro-1H-pyrazol-4-yl]-4-(difluoromethoxy)benzamide FC1=C(C(=CC(=C1)OC)F)C1=C(C(N(N1C)C1=NC2=CC=CC=C2N=C1)=O)NC(C1=CC=C(C=C1)OC(F)F)=O